CN1C(CCC1)(C)/C=C/S(=O)(=O)NC(NC1=C2CCCC2=CC=2CCCC12)=O (E)-2-(1,2-dimethylpyrrolidin-2-yl)-N-((1,2,3,5,6,7-hexahydro-s-indacen-4-yl)carbamoyl)ethene-1-sulfonamide